oxalamide copper [Cu].C(C(=O)N)(=O)N